(5-(difluoromethoxy)-1H-pyrazol-3-yl)-1H-pyrazolo[3,4-b]pyrazin FC(OC1=CC(=NN1)N1N=CC=2C1=NC=CN2)F